5-amino-3-[2-(6-chloro-1-cyclopropyl-1,3-benzodiazol-5-yl)ethynyl]-1-[(3S,5r)-5-[(1S)-1-hydroxyethyl]-1-(prop-2-enoyl)pyrrolidin-3-yl]pyrazole-4-carboxamide NC1=C(C(=NN1[C@@H]1CN([C@H](C1)[C@H](C)O)C(C=C)=O)C#CC1=CC2=C(N(C=N2)C2CC2)C=C1Cl)C(=O)N